2-aminomethyl-4-(ethylsulfonyl)morpholine NCC1CN(CCO1)S(=O)(=O)CC